O=C(CCC1NC(OC1)=O)N1CC(C1)C1=NC=C(N=C1)NCC1(CC1)C(F)(F)F 4-[3-Oxo-3-[3-[5-[[1-(trifluoromethyl)cyclopropyl]methylamino]pyrazin-2-yl]azetidin-1-yl]propyl]oxazolidin-2-one